FC(C1=CC(=NC(=C1)C(F)(F)F)C1=NN(C=N1)/C=C(/C(=O)OC)\C=1C=NC=NC1)(F)F Methyl (E)-3-(3-(4,6-bis(trifluoromethyl)pyridin-2-yl)-1H-1,2,4-triazol-1-yl)-2-(pyrimidine-5-yl)acrylate